1-(2,5-dichloropyrimidin-4-yl)indoline-3-carbonyl chloride ClC1=NC=C(C(=N1)N1CC(C2=CC=CC=C12)C(=O)Cl)Cl